CN1C=C(C[C@H](N)C(=O)O)C2=CC=CC=C12 L-1-methyltryptophan